3-(3'-hydroxy-6-oxo-6,8-dihydro-2H,7H-spiro[furo[2,3-e]isoindole-3,4'-piperidin]-7-yl)piperidine-2,6-dione OC1CNCCC12COC1=C3CN(C(C3=CC=C12)=O)C1C(NC(CC1)=O)=O